NC1CNS(CC1)(=O)=O 4-amino-1λ6,2-thiazinane-1,1-dione